8-(2-hydroxypropan-2-yl)-3-(isoquinolin-4-yl)-6-(trifluoromethyl)quinazoline-2,4(1H,3H)-dione OC(C)(C)C=1C=C(C=C2C(N(C(NC12)=O)C1=CN=CC2=CC=CC=C12)=O)C(F)(F)F